(4-(1H-pyrazol-4-yl)phenyl)-3-amino-2-phenylpropionamide dihydrochloride Cl.Cl.N1N=CC(=C1)C1=CC=C(C=C1)C(C(=O)N)(CN)C1=CC=CC=C1